OC(CC=O)(C)C 3-Hydroxy-3-methylbutyraldehyde